NC1CC(COC1)N1CCN2C1=C(C1=C2N=CN=C1N)C1=CC(=C(C=C1)OC1=NC(=CC=C1)C)F 6-(5-aminotetrahydro-2H-pyran-3-yl)-5-(3-fluoro-4-((6-methylpyridin-2-yl)oxy)phenyl)-7,8-dihydro-6H-imidazo[1',2':1,5]pyrrolo[2,3-d]pyrimidin-4-amine